BrC=1C=CC(=NC1)C(=O)NC 5-bromo-N-methyl-pyridine-2-carboxamide